3-[4,5-Dimethylthiazol-2-yl]-2,5-diphenyl-tetrazolium bromide [Br-].CC=1N=C(SC1C)N1N([NH2+]C(=N1)C1=CC=CC=C1)C1=CC=CC=C1